6-chloro-2,3-dimethyl-8-(6-(trifluoromethyl)pyridin-3-yl)pyrimido[5,4-d]pyrimidin-4(3H)-one ClC=1N=C(C=2N=C(N(C(C2N1)=O)C)C)C=1C=NC(=CC1)C(F)(F)F